3-(4-bromo-5-chloro-6-fluoro-1H-indazol-7-yl)cyclopentyl acetate C(C)(=O)OC1CC(CC1)C=1C(=C(C(=C2C=NNC12)Br)Cl)F